COC(=O)C=1C(=NC(=CC1)Cl)N1CCCCC1 6-Chloro-2-piperidin-1-ylpyridine-3-carboxylic acid methyl ester